CCCCCCCCCCCCCCCCCC(=O)OC[C@H](COP(=O)([O-])OCC[N+](C)(C)C)OC(=O)CCC/C=C\C/C=C\C/C=C\C/C=C\C/C=C\CC 1-octadecanoyl-2-(5Z,8Z,11Z,14Z,17Z-eicosapentaenoyl)-sn-glycero-3-phosphocholine